C1=CC=CC=2C3=CC=CC=C3C(C12)COC(=O)N[C@H](C(=O)O)CCC1=CC(=C(C(=C1)OC)C(F)(F)F)F (2S)-2-(9H-fluoren-9-ylmethoxycarbonylamino)-4-[3-fluoro-5-methoxy-4-(trifluoromethyl)phenyl]butanoic acid